ClC1=C(C(=O)NC2=C(C=C(C(=C2)C=2C=NC(=NC2)N2CCOCC2)F)N2C[C@H](N([C@H](C2)C)C)C)C=CC=C1 |r| 2-chloro-N-[4-fluoro-5-(2-morpholin-4-ylpyrimidin-5-yl)-2-[rac-(3R,5S)-3,4,5-trimethylpiperazin-1-yl]phenyl]benzamide